C(#CC)C=1C=CC2=C(C3=C(S2)C=CC(=C3)C3CSCCN3)C1 5-(8-(prop-1-yn-1-yl)dibenzo[b,d]thiophen-2-yl)thiomorpholine